N-((1S)-1-cyclohexyl-2-((2-((R)-4-isopropyl-1,1-dioxido-1,2,5-thiadiazolidin-2-yl)-2-(methylcarbamoyl)-2,3-dihydro-1H-inden-5-yl)amino)-2-oxoethyl)-1-methyl-1H-pyrazole-5-carboxamide C1(CCCCC1)[C@@H](C(=O)NC=1C=C2CC(CC2=CC1)(C(NC)=O)N1S(N[C@@H](C1)C(C)C)(=O)=O)NC(=O)C1=CC=NN1C